2-({2-[(1R,3aS,7aR,E)-1-{(2S,3R)-3-Fluoro-6-methyl-6-[(triethylsilyl)oxy]heptan-2-yl}-7a-methyloctahydro-4H-inden-4-ylidene]ethyl}sulfonyl)benzo[d]thiazole F[C@@H]([C@@H](C)[C@H]1CC[C@H]2\C(\CCC[C@]12C)=C\CS(=O)(=O)C=1SC2=C(N1)C=CC=C2)CCC(C)(O[Si](CC)(CC)CC)C